sodium 2-((4-((tert-butoxycarbonyl)amino)butyl)amino)-5-carbamoylpyridine-3-thiolate C(C)(C)(C)OC(=O)NCCCCNC1=NC=C(C=C1[S-])C(N)=O.[Na+]